N1([C@@H]2[C@@H](CC1)NCC2)C=2N=NC(=CN2)C2=C(C=C(C=C2)C=2C=NNC2)O 2-{3-[(3ar,6as)-hexahydropyrrolo[3,2-b]pyrrol-1(2H)-yl]-1,2,4-triazin-6-yl}-5-(1H-pyrazol-4-yl)phenol